3-[(amino-iminomethyl)-thio]-1-propanesulfonic acid NC(SCCCS(=O)(=O)O)=N